(R)-N-((1R,4R,8R,9R,10R,11R,12S,13R,Z)-4-fluoro-11,12,13-trihydroxy-8-methyl-14-oxa-2-thiabicyclo[8.3.1]tetradec-6-en-9-yl)-2-methylpropan-2-sulfinamide F[C@H]1CS[C@@H]2[C@@H]([C@H]([C@H]([C@@H]([C@@H]([C@@H](\C=C/C1)C)N[S@](=O)C(C)(C)C)O2)O)O)O